7-methoxy-4-(pyridin-3-ylethynyl)isoquinoline COC1=CC=C2C(=CN=CC2=C1)C#CC=1C=NC=CC1